ClC=1C=CC(=NC1)NC(C(N[C@@H]1[C@@H](C[C@H](CC1)C(N(C)C)=O)NC(=O)C=1SC=2CN(CCC2N1)C)=O)=O N'-(5-chloropyridin-2-yl)-N-[(1S,2R,4S)-4-(dimethylcarbamoyl)-2-[(5-methyl-6,7-dihydro-4H-[1,3]thiazolo[5,4-c]pyridine-2-carbonyl)amino]cyclohexyl]oxamide